dipropylene glycol undecylate C(CCCCCCCCCC)(=O)O.CC(COC(C)CO)O